(6-(4-chlorophenyl)-2-(pyridin-3-yl)pyrimidin-4-yl)spiro[indene-1,4'-piperidine] ClC1=CC=C(C=C1)C1=CC(=NC(=N1)C=1C=NC=CC1)N1CCC2(CC1)C=CC1=CC=CC=C12